COC1(CC(C1)(C#N)C1=CC=C(C=C1)C=1N(C=C(N1)C(F)(F)F)C)OC 3,3-dimethoxy-1-(4-(1-methyl-4-(trifluoromethyl)-1H-imidazol-2-yl)phenyl)cyclobutane-1-carbonitrile